2-Ethyl 2-[2-[2-[2-(2-methylsulfonyloxyethoxy)ethoxy]ethoxy]ethoxy]acetate CS(=O)(=O)OCCOCCOCCOCCOCC(=O)OCC